CC(CC(C)C)=NCCC[Si](OCC)(OCC)OCC 3-(1,3-dimethylbutylidene)aminopropyltriethoxysilane